N-(5-(4-(trifluoromethyl)phenethoxy)-1H-indol-3-yl)spiro[2.3]hexane-5-carboxamide FC(C1=CC=C(CCOC=2C=C3C(=CNC3=CC2)NC(=O)C2CC3(CC3)C2)C=C1)(F)F